ClC1=CC=C(CNC(=O)C=2N=NSC2N)C=C1 N-(4-Chlorobenzyl)-5-amino-1,2,3-thiadiazole-4-carboxamide